FOCC[N+](C)(C)C fluoro-choline